ClC1=CN(C2=CC=C(C=C12)CNCCC(=O)O)C1=NOC(=N1)C1=CN(C=2CC(CCC12)(C)C)CC 3-(((3-chloro-1-(5-(1-ethyl-6,6-dimethyl-4,5,6,7-tetrahydro-1H-indol-3-yl)-1,2,4-oxadiazol-3-yl)-1H-indol-5-yl)methyl)amino)propanoic acid